4-(dimethylamino)pent-2-en-1-one CN(C(C=CC=O)C)C